2-((1-tosyl-1H-pyrrolo[2,3-b]pyridin-5-yl)oxy)benzoic acid methyl ester COC(C1=C(C=CC=C1)OC=1C=C2C(=NC1)N(C=C2)S(=O)(=O)C2=CC=C(C)C=C2)=O